N1=CN=C(C=C1C=1C=C(C=CC1)N1C2=CC=CC=C2C=2C=CC=CC12)C=1C=C(C=CC1)N1C2=CC=CC=C2C=2C=CC=CC12 9,9'-(pyrimidine-4,6-diyldi-3,1-phenylene)bis(9H-carbazole)